BrC1=C(C=C(C=C1)[N+](=O)[O-])CN(C)C 1-(2-bromo-5-nitrophenyl)-N,N-dimethylmethylamine